C(C1=CC=C(C(=O)O)C=C1)(=O)O.C12(C(CC(CC1)C2(C)C)O)C borneol terephthalate